[Pd].C(N)([S-])=S.N1CCCC1.[NH4+] ammonium pyrrolidine dithiocarbamate palladium